6-[(3,3-difluoropiperidin-1-yl)methyl]-4-(trifluoromethyl)-2,3-dihydroisoindol-1-one FC1(CN(CCC1)CC1=CC(=C2CNC(C2=C1)=O)C(F)(F)F)F